diazenium-1,2-diolate [NH+](=N[O-])[O-]